1-(7-{[5,5-dimethyl-8-(5-methyl-1H-1,2,3-triazol-1-yl)-5H-chromeno[3,4-d]pyrimidin-3-yl]amino}-1H,2H,3H-pyrido[2,3-b][1,4]oxazin-1-yl)-1-oxopropan-2-yl acetate C(C)(=O)OC(C(=O)N1C2=C(OCC1)N=CC(=C2)NC2=NC=C1C(=N2)C(OC=2C=C(C=CC21)N2N=NC=C2C)(C)C)C